S(=O)(=O)(N)OC(=O)OC(C)(C)C boc sulfamidate